C(C)C1=C(C=NC(=C1)C(F)(F)F)S(=O)(=O)N1CC2(CN(C2)C2CCC(CC2)(O)C)C1 4-(6-((4-ethyl-6-(trifluoromethyl)pyridin-3-yl)sulfonyl)-2,6-diazaspiro[3.3]heptan-2-yl)-1-methylcyclohexan-1-ol